(S)-2-(6-(2-methoxybenzyl)-5-azaspiro[2.4]heptan-5-yl)-6-morpholinopyrimidin-4(3H)-one COC1=C(C[C@H]2N(CC3(CC3)C2)C2=NC(=CC(N2)=O)N2CCOCC2)C=CC=C1